O=C1NC(CCC1N1CC2=CC=C(C=C2C1=O)N1CCN(CC1)C(=O)OC(C)(C)C)=O tert-butyl 4-(2-(2,6-dioxopiperidin-3-yl)-3-oxoisoindolin-5-yl)piperazine-1-carboxylate